N-(2,2-difluoroethyl)-7-fluoro-N-(3-fluoro-5-(3-methoxy-3-methylbut-1-yn-1-yl)phenyl)-[1,2,4]triazolo[4,3-a]quinazolin-5-amine FC(CN(C1=NC=2N(C3=CC=C(C=C13)F)C=NN2)C2=CC(=CC(=C2)C#CC(C)(C)OC)F)F